1-[(1S)-6,7-dichloro-4-(1-methanesulfonylpiperidin-4-yl)-8-methoxy-1-methyl-1H,2H,3H-pyrrolo[3,4-c]quinolin-2-yl]-2-hydroxyethan-1-one ClC1=C(C(=CC=2C3=C(C(=NC12)C1CCN(CC1)S(=O)(=O)C)CN([C@H]3C)C(CO)=O)OC)Cl